ClC1=CC2=C(N=C(N=C2N[C@H](C)C2=C(C(=CC=C2)C(F)(F)F)C)NCCO)C=N1 (R)-2-((6-chloro-4-((1-(2-methyl-3-(trifluoromethyl)phenyl)ethyl)amino)pyrido[3,4-d]pyrimidin-2-yl)amino)ethanol